ethyl 5-((5-chloro-3-(2,2-difluoroethoxy)pyridin-2-yl)oxy)pyrazolo[1,5-a]pyrimidine-2-carboxylate ClC=1C=C(C(=NC1)OC1=NC=2N(C=C1)N=C(C2)C(=O)OCC)OCC(F)F